OC=1C(=CC2=CC=CC=C2C1)C1=CC=C(C=C1)\C=C/C(=O)C1=CC=C(C=C1)NC(CSC=1OC(=NN1)C1=CC(=CC=C1)[N+](=O)[O-])=O N-[4-[(Z)-3-[4-(3-Hydroxynaphthalen-2-yl)phenyl]prop-2-enoyl]phenyl]-2-[[5-(3-nitrophenyl)-1,3,4-oxadiazol-2-yl]sulfanyl]acetamide